heptane-1,6-diol C(CCCCC(C)O)O